[2-(3,5-difluorophenyl)-1,3-oxazol-4-yl]methanol FC=1C=C(C=C(C1)F)C=1OC=C(N1)CO